BrC=1C=C(CNNC(CC2OCCCC2)=O)C=CC1 N'-(3-bromobenzyl)-2-(tetrahydro-2H-pyran-2-yl)acetohydrazide